(R)-1-(5-(7-amino-2,6-naphthyridin-3-yl)-4-methylpyridin-2-yl)propan-1-ol NC1=NC=C2C=C(N=CC2=C1)C=1C(=CC(=NC1)[C@@H](CC)O)C